[Ti].NC1=NN=C(S1)CCCSC1=CC=C(N=N1)NC(CC1=CC(=CC=C1)OC(F)(F)F)=O N-(6-(3-(5-amino-1,3,4-thiadiazol-2-yl)propylthio)pyridazin-3-yl)-2-(3-(trifluoromethoxy)phenyl)acetamide titanium